bromo-azelaic acid chloride BrC(C(=O)Cl)CCCCCCC(=O)Cl